2-(3-bromobenzyl-(methyl)amino)malononitrile BrC=1C=C(CN(C(C#N)C#N)C)C=CC1